2-(2-mercaptopropan-2-yl)-5-methylcyclohexanone SC(C)(C)C1C(CC(CC1)C)=O